FC1=CC=C(C=C1)C(CBr)=O p-fluoro-α-bromoacetophenone